trioctylamine caprate OC(=O)CCCCCCCCC.C(CCCCCCC)N(CCCCCCCC)CCCCCCCC